N-(2-(cyclohex-1-en-1-yl)ethyl)-2-p-methoxyphenyl-acetamide C1(=CCCCC1)CCNC(CC1=CC=C(C=C1)OC)=O